tert-butyl (2s)-2-((tert-butoxycarbonyl)amino)-4-(3-(5-(cyclopent-1-en-1-yl)pyridin-2-yl)-4,4,4-trifluoro-3-hydroxybutylsulfonimidoyl)butanoate C(C)(C)(C)OC(=O)N[C@H](C(=O)OC(C)(C)C)CCS(=O)(=N)CCC(C(F)(F)F)(O)C1=NC=C(C=C1)C1=CCCC1